4-bromo-2-fluoro-6-(methoxymethoxy)benzonitrile BrC1=CC(=C(C#N)C(=C1)OCOC)F